6-[2-methyl-8-(4-oxo-1-pyridyl)imidazo[1,2-b]pyridazin-6-yl]-2-(4-piperidyl)isoquinolin-1-one CC=1N=C2N(N=C(C=C2N2C=CC(C=C2)=O)C=2C=C3C=CN(C(C3=CC2)=O)C2CCNCC2)C1